C(C)(C)(C)OC(=O)NC1CC(C1)COC1=CN=CC(=N1)N(C(OC(C)(C)C)=O)C1=CC(=NN1C(C)(C)C)[C@@H]1C[C@@H](CC1)O[Si](C)(C)C(C)(C)C tert-butyl (6-(((1r,3S)-3-((tert-butoxycarbonyl)amino)cyclobutyl)methoxy)pyrazin-2-yl)(1-(tert-butyl)-3-((1S,3R)-3-((tert-butyldimethylsilyl)oxy)cyclopentyl)-1H-pyrazol-5-yl)carbamate